CNC(CSC1OCCCC1)=O N-methyl-2-((tetrahydro-2H-pyran-2-yl)thio)acetamide